7-[2-({2-methyl-8-[4-(trifluoromethyl)phenyl]-2H,8H-pyrazolo[3,4-b]indol-5-yl}formamido)ethoxy]heptanoic acid CN1N=C2N(C3=CC=C(C=C3C2=C1)C(=O)NCCOCCCCCCC(=O)O)C1=CC=C(C=C1)C(F)(F)F